FC(C=1C=CC=2N(N1)C(=CN2)C=2C=C(C(=NC2)C(=O)[O-])F)F 5-(6-(difluoromethyl) imidazo[1,2-b]pyridazin-3-yl)-3-fluoropicolinate